ClC=1C=C2C(N3CC(COC4=CC=CC=C4C=4C(=CC(=C(NS(C(C1OC)=C2)(=O)=O)C4)F)F)C3)=O 16-chloro-22,24-difluoro-17-methoxy-19,19-dioxo-8-oxa-19λ6-thia-12,20-diazapentacyclo[19.3.1.110,12.114,18.02,7]heptacosa-1(25),2,4,6,14,16,18(26),21,23-nonaen-13-one